N-(7-fluoro-2-methyl-2H-indazol-5-yl)-4-(2,6-diazaspiro[3.3]heptan-2-yl)-2,3-dihydro-1H-pyrrolo[2,3-b]pyridine-1-carboxamide 2,2,2-trifluoroacetate FC(C(=O)O)(F)F.FC1=CC(=CC2=CN(N=C12)C)NC(=O)N1CCC=2C1=NC=CC2N2CC1(C2)CNC1